7-chloro-6-(2,6-difluorophenyl)-8-(trifluoromethyl)-4H-[1,2,4]triazolo[1,5-a][1,4]benzodiazepine-2-Formic acid ClC1=C(C=CC2=C1C(=NCC=1N2N=C(N1)C(=O)O)C1=C(C=CC=C1F)F)C(F)(F)F